3-(6-amino-5-carbamoyl-4'-sulfamoyl-[1,1'-biphenyl]-3-yl)prop-2-yn-1-yl-3-hydroxybenzoic acid NC1=C(C=C(C=C1C1=CC=C(C=C1)S(N)(=O)=O)C#CCC1=C(C(=O)O)C=CC=C1O)C(N)=O